tris(2-benzopyridine) iridium [Ir].C1=NC=CC2=C1C=CC=C2.C2=NC=CC1=C2C=CC=C1.C1=NC=CC2=C1C=CC=C2